C(=C)C=1C(=C(C=CC1)C)C=C Divinyltoluol